ClC1=C(C=CC(=C1)Cl)C=1N=C(SC1)N 4-(2,4-dichlorophenyl)thiazole-2-amine